(R)-ethyl 2-acetoxy-3-(5-(((tert-butyldimethylsilyl)oxy)methyl)-2-((2-(2-methoxyphenyl)pyrimidin-4-yl)methoxy)phenyl)propanoate C(C)(=O)O[C@@H](C(=O)OCC)CC1=C(C=CC(=C1)CO[Si](C)(C)C(C)(C)C)OCC1=NC(=NC=C1)C1=C(C=CC=C1)OC